FCCOCCOC1=NC=CC=C1C=CC1=CC=CC(=N1)NC 6-(2-(2-(2-(2-fluoroethoxy)ethoxy)pyridin-3-yl)vinyl)-N-methylpyridin-2-amine